3-fluoro-N-(4-(N-(3-(trifluoromethyl)phenyl)sulfamoyl)phenyl)benzamide FC=1C=C(C(=O)NC2=CC=C(C=C2)S(NC2=CC(=CC=C2)C(F)(F)F)(=O)=O)C=CC1